FCCC(=O)NC1CCC=2C(=CC=CC12)C(=O)N (3-fluoropropanamido)-2,3-dihydro-1H-indene-4-carboxamide